C(C)N(C(OC(C)(C)C)=O)C1CC(N(CC1)C=1C2=CN(N=C2C(=CC1)C(NC1=CC2=CN(N=C2C=C1OC)C)=O)C)C tert-butyl N-ethyl-N-[1-[7-[(6-methoxy-2-methyl-indazol-5-yl)carbamoyl]-2-methyl-indazol-4-yl]-2-methyl-4-piperidyl]carbamate